COCCOC1=NC2=C(N1C(=O)NCCCC1=CC=CC=C1)C=CC(=C2)N2CCOCC2 2-(2-Methoxyethoxy)-5-morpholino-N-(3-phenylpropyl)-1H-benzo[d]imidazole-1-carboxamide